5-Bromo-2-chloro-4-methyl-pyridin-3-amine BrC=1C(=C(C(=NC1)Cl)N)C